N-((6,7-dichloro-4-(cyanomethoxy)-3-(1H-pyrazol-4-yl)-1H-indol-2-yl)methyl)acetamide ClC1=CC(=C2C(=C(NC2=C1Cl)CNC(C)=O)C=1C=NNC1)OCC#N